(S,E)-5-(dimethylamino)-3-((3-(2-(2-(4-(dimethylamino)-N-methylbut-2-enamido)propanamido)ethyl)-5-fluorophenyl)amino)-6-methylpyrazine-2-carboxamide CN(C=1N=C(C(=NC1C)C(=O)N)NC1=CC(=CC(=C1)F)CCNC([C@H](C)N(C(\C=C\CN(C)C)=O)C)=O)C